ClC=1C=C(C=C2NC(C(=NC12)CC)=O)CN1CCN(CC1)C=1C=CC(=NC1C)C(=O)N[C@H]1COCC1 (R)-5-(4-((8-chloro-2-ethyl-3-oxo-3,4-dihydroquinoxalin-6-yl)methyl)piperazin-1-yl)-6-methyl-N-(tetrahydrofuran-3-yl)picolinamide